2-(5-((2,6-dichlorophenyl)ethynyl)-2,3-dihydro-1H-inden-1-yl)-2-azaspiro[3.3]Heptane-6-carboxylic acid methyl ester COC(=O)C1CC2(CN(C2)C2CCC3=CC(=CC=C23)C#CC2=C(C=CC=C2Cl)Cl)C1